epoxydiethyl sebacate C(CCCCCCCCC(=O)OC1CO1)(=O)OC1CO1